C1=CC=CC=2C3=CC=CC=C3C(=CC12)C1=CC=C(C=C1)N1C2=CC=C(C=C2C=2C=C(C=CC12)C=1C=NC2=CC=CC=C2C1)C=1C=NC2=CC=CC=C2C1 9-(4-phenanthrene-9-yl-phenyl)-3,6-di-quinoline-3-yl-9H-carbazole